C(C)(C)(C)N1N=C(C=C1NC(OCC1=CC=CC=C1)=O)[C@@H]1C[C@@H](CC1)OC(NC)=O benzyl (1-(tert-butyl)-3-((1S,3R)-3-((methylcarbamoyl)oxy)cyclopentyl)-1H-pyrazol-5-yl)carbamate